C1OCC[C@@H]2[C@H]1C[C@@]1(CCCN21)C(=O)OC(C)(C)C tert-butyl (4aR,8aS,9aR)-hexahydro-1H,3H-pyrano[3,4-b]pyrrolizine-8a(6H)-carboxylate